N-(3-borono-5-fluorobenzoyl)glycine B(O)(O)C=1C=C(C(=O)NCC(=O)O)C=C(C1)F